OCCCS(=O)(=O)OCCCCCCCCCC.[Na] sodium decyl hydroxypropyl-sulfonate